NC=1N=C(C2=C(N1)N(C(=C2)C(=O)N(C)C)C2CCCC2)NCCO 2-amino-7-cyclopentyl-4-((2-hydroxyethyl)amino)-N,N-dimethyl-7H-pyrrolo[2,3-d]pyrimidine-6-carboxamide